Racemic-2-[2-(7,7-difluoro-3,3a,4,5,6,7a-hexahydro-1H-isoindol-2-yl)-3-quinolinyl]-4-oxo-1H-1,6-naphthyridine-5-carboxamide FC1(CCCC2CN(CC12)C1=NC2=CC=CC=C2C=C1C=1NC=2C=CN=C(C2C(C1)=O)C(=O)N)F